1-[4-amino-2-(ethylaminomethyl)imidazo[4,5-c]Quinolin-1-yl]-2-methylpropan-2-ol NC1=NC=2C=CC=CC2C2=C1N=C(N2CC(C)(O)C)CNCC